lithium bis(trifluoromethanesulfonyl)imidazolium FC(S(=O)(=O)[N+]1=C(NC=C1)S(=O)(=O)C(F)(F)F)(F)F.[Li+]